O=C1N(CCC(N1)=O)C=1C=CC(=NC1)N1CCN(CC1)CC(=O)N 2-(4-(5-(2,4-dioxotetrahydropyrimidin-1(2H)-yl)pyridin-2-yl)piperazin-1-yl)acetamide